CC(=CCCC(C=CC)=O)C 8-methyl-2,7-nondien-4-one